2-(5-bromo-6-methylpyridin-2-yl)ethan-1-ol BrC=1C=CC(=NC1C)CCO